CC(C(N)(C)C)(N)C Tetramethyl-1,2-ethan-diamin